2-(4-methoxynaphthyl)-1,3,5-triazine COC1=CC=C(C2=CC=CC=C12)C1=NC=NC=N1